BrCCC=1NC2=CC=CC=C2C1 (2-bromoethyl)indole